COC(C1=CC=C(C=C1)C1=NC2=C(N1C(CCC1=CC=CC=C1)C(NC1CCCC1)=O)C=CC=C2)=O 4-[1-(1-cyclopentylcarbamoyl-3-phenyl-propyl)-1H-benzimidazol-2-yl]-benzoic acid methyl ester